N-methyl-N-(pyridin-2-yl)-1-(4-(5-(trifluoromethyl)-1,2,4-oxadiazol-3-yl)phenyl)-1H-pyrazole-4-sulfonamide CN(S(=O)(=O)C=1C=NN(C1)C1=CC=C(C=C1)C1=NOC(=N1)C(F)(F)F)C1=NC=CC=C1